CN1N=C2C=CC(=CC2=C1)C1=CC2=C(N=C(S2)C2CC(NCC2)C)C=C1 6-(2-Methyl-2H-indazol-5-yl)-2-(2-methylpiperidin-4-yl)-1,3-benzothiazol